7-(Piperidin-4-ylamino)-2-(((tetrahydro-2H-pyran-4-yl)thio)methyl)quinazolin-4(3H)-one N1CCC(CC1)NC1=CC=C2C(NC(=NC2=C1)CSC1CCOCC1)=O